NC1=NC=CC2=C1N(C(N2[C@H]2CNC[C@H](C2)O)=O)C2=CC=C(C=C2)OC2=CC=CC=C2 4-amino-1-[(3R,5S)-5-hydroxy-3-piperidinyl]-3-(4-phenoxyphenyl)imidazo[4,5-c]Pyridin-2-one